5-propargylamino-uridine C(C#C)NC=1C(NC(N([C@H]2[C@H](O)[C@H](O)[C@@H](CO)O2)C1)=O)=O